9-fluorenylmethyloxycarbonyl azide C1=CC=CC=2C3=CC=CC=C3C(C12)COC(=O)N=[N+]=[N-]